C(CC(C)C)C1=NC=C(C2=C1N(C(=N2)OC)C(=O)N)N2CCOCC2 iso-Pentyl-2-methoxy-7-morpholino-3H-imidazo[4,5-c]pyridine-3-carboxamide